(3bR,4aR)-ethyl 1-(2-(4-(2-methyl-3-(trifluoromethyl)phenyl)piperazin-1-yl)-2-oxoethyl)-3b,4,4a,5-tetrahydro-1H-cyclopropa[3,4]cyclopenta[1,2-c]pyrazole-3-carboxylate CC1=C(C=CC=C1C(F)(F)F)N1CCN(CC1)C(CN1N=C(C2=C1C[C@@H]1[C@H]2C1)C(=O)OCC)=O